3-(7-methoxy-5-(trifluoromethyl)imidazo[1,2-a]pyridin-2-yl)-1-methylcyclobutan-1-ol COC1=CC=2N(C(=C1)C(F)(F)F)C=C(N2)C2CC(C2)(O)C